methyl 7-fluoro-5-methyl-2-(pyrrolidin-1-ylsulfonyl)-1-tosyl-1H-indole-4-carboxylate FC1=CC(=C(C=2C=C(N(C12)S(=O)(=O)C1=CC=C(C)C=C1)S(=O)(=O)N1CCCC1)C(=O)OC)C